CN(CCOC1=CC(=C(C=C1)C1=NC=CC2=C1N=C(N=C2)NC2=CC=C(C=C2)N2CCOCC2)F)C 8-(4-(2-(dimethylamino)ethoxy)-2-fluorophenyl)-N-(4-morpholinylphenyl)pyrido[3,4-d]pyrimidin-2-amine